C(C)(C)(C)OC(=O)N1CCC(CC1)(CC1=NC=CC=C1)O 4-hydroxy-4-(pyridin-2-ylmethyl)piperidine-1-carboxylic acid tert-butyl ester